COCOC1=CC=CC=C1C#N 6-(methoxymethoxy)benzonitrile